5-[(3-methoxybenzyl)methylamino]-2-pyridin-2-yl-4,5,6,7-tetrahydro-2H-indazol-3-ol COC=1C=C(CN(C2CC3=C(N(N=C3CC2)C2=NC=CC=C2)O)C)C=CC1